(S)-2-((2-((4-cyano-2-fluorobenzyl)oxy)-9,10-dihydro-1,8-phenanthroline-8(7H)-yl)methyl)-1-((oxetan-2-yl)methyl)-1H-benzo[d]imidazole-6-carboxylic acid methyl ester COC(=O)C=1C=CC2=C(N(C(=N2)CN2CC3=CC=C4C=CC(=NC4=C3CC2)OCC2=C(C=C(C=C2)C#N)F)C[C@H]2OCC2)C1